ethyl 1-(4-chlorophenoxy)cyclobutane-1-carboxylate ClC1=CC=C(OC2(CCC2)C(=O)OCC)C=C1